(2R)-2-(6-{5-chloro-2-[(oxacyclohex-4-yl)amino]pyrimidin-4-yl}-1-oxo-2,3-dihydro-1H-isoindol-2-yl)-N-[(1S)-1-(3-fluoro-5-hydroxyphenyl)-2-hydroxyethyl]propionamide ClC=1C(=NC(=NC1)NC1CCOCC1)C1=CC=C2CN(C(C2=C1)=O)[C@@H](C(=O)N[C@H](CO)C1=CC(=CC(=C1)O)F)C